COC=1C=CC=C2CCC(OC12)C=1N=C(SC1)C 8-methoxy-2-(2-methylthiazol-4-yl)chroman